1-methyl-4-(3-chlorobenzyl)-3,4-dihydroquinolin-2(1H)-one CN1C(CC(C2=CC=CC=C12)CC1=CC(=CC=C1)Cl)=O